Anilinealdehyde N(C1=CC=CC=C1)=O